C(C)(C)(C)OC(=O)N1CC2=C(CC1)C(=CS2)Br 3-bromo-4,7-dihydrothieno[2,3-c]Pyridine-6(5H)-carboxylic acid tert-butyl ester